CN(S(=O)(=O)NC(C1=CC=CC=C1)=O)C N-(N,N-dimethylsulfamoyl)benzamide